C[C@H]1CC[C@@H](NC1)C=1C=CC2=C(N=C(S2)C2(CC2)CN)C1 (1-(5-((2R,5S)-5-methylpiperidin-2-yl)benzo[d]thiazol-2-yl)cyclopropyl)methanamine